BrC1=CC=CC(=N1)NC(=O)NCCCCl 1-(6-Bromopyridin-2-yl)-3-(3-chloropropyl)urea